C1(CC1)[C@@](C(F)(F)C=1C(=C(C=CC1)[C@@H](C)N)F)(C)O[Si](CC)(CC)CC |&1:3| (1R)-1-(3-{(2RS)-2-cyclopropyl-1,1-difluoro-2-[(triethylsilyl)oxy]propyl}-2-fluorophenyl)ethan-1-amine